CN1C(CN(CCN(CC1)C)C)(C)C 1,2,2,4,7-pentamethyl-1,4,7-triazacyclononane